N1=CNC2=C1C=CC=C2.N2=CNC1=C2C=CC=C1.[Ir] iridium bisbenzimidazole